C(C)C1=C(C=C(C(=C1)O)F)C1=CC=C2C(=NNC2=C1)C1=NC2=C(N1)CN(C2)C2N(CCCC2)C(=O)N2C(CCCC2)N2CC=1NC(=NC1C2)C2=NNC1=CC(=CC=C21)C2=C(C=C(C(=C2)F)O)CC (2-(6-(2-ethyl-5-fluoro-4-hydroxyphenyl)-1H-indazol-3-yl)-4,6-dihydropyrrolo[3,4-d]imidazol-5(1H)-yl)(piperidin-1-yl)ketone